ClC(O)(C(O)CO)C1=CC=CC=C1 chloro-phenyl-glycerol